FC(CN1N=CC=C1CN1CC2(CN(C2)C(=O)N2CC3(C2)CC(C3)N3N=C(N=C3)C(F)(F)F)C1)F [6-[[2-(2,2-difluoroethyl)pyrazol-3-yl]methyl]-2,6-diazaspiro[3.3]heptan-2-yl]-[6-[3-(trifluoromethyl)-1,2,4-triazol-1-yl]-2-azaspiro[3.3]heptan-2-yl]methanone